Cl.COC1=CC=C(CN2N=C(C=C(C2=O)C#N)C2NCCC2)C=C1 2-(4-methoxybenzyl)-3-oxo-6-(pyrrolidin-2-yl)-2,3-dihydropyridazine-4-carbonitrile hydrochloride